2-(5H-imidazo[5,1-a]isoindol-5-yl)-8-(methylsulfonyl)-8-azaspiro[4.5]decan-1-ol C=1N=CN2C1C1=CC=CC=C1C2C2C(C1(CC2)CCN(CC1)S(=O)(=O)C)O